FC(C=1N=CC=2N(C1)C(=CN2)C2=NC=CC(=N2)N2C(C(NCC2)C=2C=NNC2)C)F 6-(Difluoromethyl)-3-(4-(2-methyl-3-(1H-pyrazol-4-yl)piperazin-1-yl)pyrimidin-2-yl)imidazo[1,2-a]pyrazine